(2-phenyl-1H-imidazol-4-yl)(3,4,5-trimethoxyphenyl)methanone C1(=CC=CC=C1)C=1NC=C(N1)C(=O)C1=CC(=C(C(=C1)OC)OC)OC